NC(CC(=CC)CC(C)N)C bis(2-aminopropyl)propene